azetidin-3-ylmethyl (1s,3s)-3-((6-(5-(6-methylpyridin-2-yl)-1H-imidazol-4-yl)quinolin-3-yl)amino)cyclobutane-1-carboxylate CC1=CC=CC(=N1)C1=C(N=CN1)C=1C=C2C=C(C=NC2=CC1)NC1CC(C1)C(=O)OCC1CNC1